FC1=C(C=CC(=C1)F)C(COC1=CC=C(C=C1)C=CC=O)(CN1N=CN=C1)O 3-[4-[2-(2,4-difluorophenyl)-2-hydroxy-3-(1,2,4-triazol-1-yl)propoxy]phenyl]prop-2-en-1-one